5-((3-chloro-4-fluorophenyl)(4-methyl-5-(methylsulfonyl)-1H-imidazol-2-yl)methyl)-4-methyloxazol-2-amine ClC=1C=C(C=CC1F)C(C1=C(N=C(O1)N)C)C=1NC(=C(N1)C)S(=O)(=O)C